C1(CC1)S(=O)(=O)C1=CC=C(C=C1)C1=CC=C2C(=N1)SC(=N2)O[C@@H](C)C2CCN(CC2)C2=NC(=NO2)C(C)C (S)-5-(4-(1-((5-(4-(cyclopropyl-sulfonyl)phenyl)thiazolo[5,4-b]pyridin-2-yl)oxy)ethyl)piperidin-1-yl)-3-isopropyl-1,2,4-oxadiazole